4-(3-(((tert-butyldimethylsilyl)oxy)methyl)-2,4-difluorophenyl)-2,5-dichloropyrimidine [Si](C)(C)(C(C)(C)C)OCC=1C(=C(C=CC1F)C1=NC(=NC=C1Cl)Cl)F